bis(3-(2-allylphenoxy)-2-hydroxypropyl) terephthalate C(C1=CC=C(C(=O)OCC(COC2=C(C=CC=C2)CC=C)O)C=C1)(=O)OCC(COC1=C(C=CC=C1)CC=C)O